COC1=NC=CC(=C1)N(C)C 2-methoxy-N,N-dimethylpyridin-4-amine